resveratrol trisodium phosphate P(=O)([O-])([O-])[O-].[Na+].[Na+].[Na+].C1(=CC(O)=CC(O)=C1)C=CC1=CC=C(O)C=C1